C1(CC1)C=1C=CC=C2C(=NN(C12)CCCF)NC(C1=CC=C(C=C1)F)=O N-(7-cyclopropyl-1-(3-fluoropropyl)-1H-indazol-3-yl)-4-fluorobenzamide